tert-butyl 5-chloro-2-(4-chloro-5-fluoro-2-methoxybenzyl)pentanoate ClCCCC(C(=O)OC(C)(C)C)CC1=C(C=C(C(=C1)F)Cl)OC